CC=1C=C(C(=O)O)C(=CC1OC(C)=O)C 3,6-dimethyl-4-acetoxybenzoic acid